L-Alaninamide N[C@@H](C)C(=O)N